2-(6-Amino-5-ethynylpyridazin-3-yl)phenol NC1=C(C=C(N=N1)C1=C(C=CC=C1)O)C#C